COC1=CC=CC(=C1)N1CCN(CC1)CC1CCNCC1 2-methoxy-4-(4-(piperidin-4-ylmethyl)piperazin-1-yl)benzene